NN1CN2C=CC(=N1)C2=O 3-amino-1,3,4-triazabicyclo[3.2.1]octa-4,6-dien-8-one